PHENYLETHYLDIMETHYLCARBINOL C1(=CC=CC=C1)CCC(O)(C)C